N-(1-ethyl-2-oxo-1,2-dihydrobenzo[cd]indol-6-yl)-4,4,4-trifluorobutanamide C(C)N1C(C2=C3C(C(=CC=C13)NC(CCC(F)(F)F)=O)=CC=C2)=O